7-{4-[4-(4-{4-[4-(2,4-Dioxo-1,3-diazinan-1-yl)-1H-indol-1-yl]piperidin-1-yl}butoxy)phenyl]piperidin-1-yl}-4-fluoro-1H-indole-3-carbonitrile O=C1N(CCC(N1)=O)C1=C2C=CN(C2=CC=C1)C1CCN(CC1)CCCCOC1=CC=C(C=C1)C1CCN(CC1)C=1C=CC(=C2C(=CNC12)C#N)F